C(C1=CC=CC=C1)NC[C@H](CC1CC1)O (S)-1-(benzylamino)-3-cyclopropylpropan-2-ol